behenyl-trimethyl-ammonium ethyl-sulfate C(C)OS(=O)(=O)[O-].C(CCCCCCCCCCCCCCCCCCCCC)[N+](C)(C)C